FC(C1=CC=C(C=C1)N1CCC(CC1)C(=O)N)(F)F 1-[4-(trifluoromethyl)phenyl]piperidine-4-carboxamide